5-((4-ethylpiperazin-1-yl)methaneyl)pyridin C(C)N1CCN(CC1)CC=1C=CC=NC1